N1=CC=C(C=C1)C1=NC2=CN=CC=C2C(=C1)N1CCC2(CCN(C2)C(=O)OC(C)(C)C)CC1 tert-Butyl 8-(2-(pyridin-4-yl)-1,7-naphthyridin-4-yl)-2,8-diazaspiro[4.5]decane-2-carboxylate